C(C)(C)OC=1C=C2C(=NN(C2=CC1)COCC[Si](C)(C)C)C1=CC(=NC=N1)N1CC(OCC1)CCN1CCN(CC1)C(=O)OC(C)(C)C tert-butyl 4-[2-[4-[6-[5-isopropoxy-1-(2-trimethylsilylethoxymethyl)indazol-3-yl]pyrimidin-4-yl]morpholin-2-yl]ethyl]piperazine-1-carboxylate